P(=O)(O)(F)F.C=CC propylene difluorophosphate